ClC=CC(F)(F)F CHLORO-TRIFLUOROPROPENE